2-(methylamino)-5-[(3S)-tetrahydrofuran-3-yl]Oxy-pyridine-3-carboxamide CNC1=NC=C(C=C1C(=O)N)O[C@@H]1COCC1